2-[3,5-dichloro-2-(1-hydroxyethyl)-4-pyridinyl]Ethanone ClC=1C(=NC=C(C1CC=O)Cl)C(C)O